C(C=C)(=O)OCC1(COCOC1)CC (5-Ethyl-1,3-dioxan-5-yl)methyl acrylat